S(=O)(=O)(O)O.NC=1C=NN(C1N)CC1=CC=C(C=C1)Cl 4,5-diamino-1-((4-chlorophenyl)methyl)-1H-pyrazole-sulfate